5-amino-3-(4-bromophenyl)-1-(1-cyclopropylethyl)pyrazole-4-carbonitrile NC1=C(C(=NN1C(C)C1CC1)C1=CC=C(C=C1)Br)C#N